methoxymethyl-ammonium COC[NH3+]